C(C)(C)N1C=NC=2C(=CC=3C=NC(=NC3C21)S(=O)C)C 1-isopropyl-4-methyl-8-(methylsulfinyl)-1H-imidazo[4,5-H]quinazoline